(R)-4-methyl-3-(methylsulfonyl)-N-((2-(1-(pyridin-3-yl)piperidin-3-yl)-1,6-naphthyridin-7-yl)methyl)benzamide CC1=C(C=C(C(=O)NCC2=NC=C3C=CC(=NC3=C2)[C@H]2CN(CCC2)C=2C=NC=CC2)C=C1)S(=O)(=O)C